BrCCCCCCCCCCCC(=O)N1CCC(CC1)C=1C=C2CN(C(C2=CC1)=O)C1C(NC(CC1)=O)=O 3-[5-[1-(12-bromododecanoyl)-4-piperidyl]-1-oxo-isoindolin-2-yl]piperidine-2,6-dione